1-((5-(1-((t-butoxycarbonyl) amino) ethyl)-2-(3-(cyclopropylmethoxy)-4-(difluoromethoxy) phenyl) oxazol-4-yl) methyl)-4-methyl-2-fluoroterephthalate C(C)(C)(C)OC(=O)NC(C)C1=C(N=C(O1)C1=CC(=C(C=C1)OC(F)F)OCC1CC1)CC1(C(=O)[O-])C(=CC(C(=O)[O-])(C=C1)C)F